N-ACETOACETYLANTHRANILIC ACID HYDRATE O.C(CC(=O)C)(=O)NC=1C(C(=O)O)=CC=CC1